3-(2-ethylhexoxymethyl)-2,3-dihydrothieno[3,4-b][1,4]dioxine C(C)C(COCC1OC=2C(OC1)=CSC2)CCCC